2-[1-(4-phenylphenyl)ethyl-amino]-5-(trifluoromethyl)-4H-[1,2,4]triazolo[1,5-a]pyrimidin-7-one C1(=CC=CC=C1)C1=CC=C(C=C1)C(C)NC1=NN2C(NC(=CC2=O)C(F)(F)F)=N1